[Cl-].ClC(=[N+](C)C)Cl N-(dichloromethylene)-N-methylmethanaminium chloride